N-(4-Tert-butylphenyl)-N-[2-[(4,4-difluorocyclohexyl)amino]-2-oxo-1-[4-(trifluoromethyl)-3-pyridyl]ethyl]-3,3-dimethyl-2-oxo-butanamide C(C)(C)(C)C1=CC=C(C=C1)N(C(C(C(C)(C)C)=O)=O)C(C(=O)NC1CCC(CC1)(F)F)C=1C=NC=CC1C(F)(F)F